1,4-di(vinyldimethylsilyl)benzene C(=C)[Si](C1=CC=C(C=C1)[Si](C)(C)C=C)(C)C